BrC1=C(C(=C(C=C1CCCCC)O)C1C=C(CCC1C(=C)C)C)O 4-bromo-2-(6-isopropenyl-3-methyl-cyclohex-2-en-1-yl)-5-pentyl-benzene-1,3-diol